(5-bromo-2-(methylthio)phenyl)methanol Tert-butyl-(S)-4-(2-(4-(2-acetyl-5-chlorophenyl)-3-(cyclopropylmethoxy)-6-oxopyridazin-1(6H)-yl)-3-phenylpropanamido)benzoate C(C)(C)(C)C1=C(C(=O)OCC2=C(C=CC(=C2)Br)SC)C=CC(=C1)NC([C@H](CC1=CC=CC=C1)N1N=C(C(=CC1=O)C1=C(C=CC(=C1)Cl)C(C)=O)OCC1CC1)=O